ClC=1C=C(C(=NC1)OC1=CC=C(C=C1)C=1N=NN(N1)CCCC(=O)O)F 4-(5-(4-((5-chloro-3-fluoropyridin-2-yl)oxy)phenyl)-2H-tetrazol-2-yl)butanoic acid